CC1=NC=CC(=N1)C1=CC=C(C=C1)CO (4-(2-methylpyrimidin-4-yl)phenyl)methanol